OC1=CC(=C2C(=N1)CCC2=O)C(F)(F)F 2-hydroxy-4-(trifluoromethyl)-6,7-dihydro-5H-cyclopent[b]pyridin-5-one